2-methyl-3-methyl-pyrazole CN1N=CC=C1C